OC(CNC1=CC=CC=C1C)O 6-dihydroxyethylaminotoluene